(S)-2-((S)-3-(1H-pyrazol-1-yl)piperidin-1-yl)-N-(5-chloropyridin-2-yl)propanamide N1(N=CC=C1)[C@@H]1CN(CCC1)[C@H](C(=O)NC1=NC=C(C=C1)Cl)C